methyl (2S,4R)-1-((4-(4-fluorophenoxy)benzoyl)glycyl)-4-(methylthio)pyrrolidine-2-carboxylate FC1=CC=C(OC2=CC=C(C(=O)NCC(=O)N3[C@@H](C[C@H](C3)SC)C(=O)OC)C=C2)C=C1